methyl 5-[[3-chloro-5-[4-[(2,6-difluorophenyl)methyl]-5-oxo-1,2,4-triazol-1-yl]-2-pyridyl]oxy]-4-methyl-thiazole-2-carboxylate ClC=1C(=NC=C(C1)N1N=CN(C1=O)CC1=C(C=CC=C1F)F)OC1=C(N=C(S1)C(=O)OC)C